7-chloro-1-methyl-5-(3-pyridylmethyl)benzimidazol-2-amine ClC1=CC(=CC2=C1N(C(=N2)N)C)CC=2C=NC=CC2